C(C)(C)(C)N\C=C/1\C(OC2=CC=CC=C2C1=O)C1=CNC2=C1C=NC=C2 (Z)-3-((tert-butylamino)methylene)-2-(1H-pyrrolo[3,2-c]pyridin-3-yl)chroman-4-one